4-(4-((R)-2-ethylpyrrolidin-1-yl)-8-fluoro-2-(((2R,7aS)-2-fluorotetrahydro-1H-pyrrolizin-7a(5H)-yl)methoxy)-6-(trifluoromethyl)quinazolin-7-yl)-7-fluorobenzo[d]thiazol-2-amine C(C)[C@H]1N(CCC1)C1=NC(=NC2=C(C(=C(C=C12)C(F)(F)F)C1=CC=C(C2=C1N=C(S2)N)F)F)OC[C@]21CCCN1C[C@@H](C2)F